tris(2-methyl-4-hydroxy-5-tertbutylphenyl)butane CC1=C(C=C(C(=C1)O)C(C)(C)C)C(CCC)(C1=C(C=C(C(=C1)C(C)(C)C)O)C)C1=C(C=C(C(=C1)C(C)(C)C)O)C